dimethoxy-4-bromophenethylamine CON(CCC1=CC=C(C=C1)Br)OC